NC=1C=C2C(=NC1C(=O)OCC)C1=C(O2)C=CC=C1 ethyl 3-aminobenzofurano[3,2-b]pyridine-2-carboxylate